OC1=C(C(=O)OC)C(=CC(=C1)C)O methyl 2,6-dihydroxy-4-methylbenzoate